C1CCC2=C(C=3CCCC3C=C12)NC(=O)N=S(=O)(N)C=1C=NN2C1OCCC(C2)C N'-((1,2,3,5,6,7-hexahydro-s-indacen-4-yl)carbamoyl)-7-methyl-5,6,7,8-tetrahydropyrazolo[5,1-b][1,3]oxazepine-3-sulfonimidamide